C(C=C)(=O)N1CCN(C2=CC(=C(C=C12)C)C)C(C=C)=O 1,4-diacryloyl-1,2,3,4-tetrahydro-6,7-dimethylquinoxaline